FC=1C(=NC=C(C1)C(C(C(F)(F)F)(F)F)(F)F)C=1C(=C(C(=O)N)C=C(C1)[N+](=O)[O-])SC1=NN=NN1CC(=O)NCCC1(N=N1)C [3-fluoro-5-(1,1,2,2,3,3,3-heptafluoropropyl)-2-pyridyl]-2-[1-[2-[2-(3-methyldiazirin-3-yl)ethylamino]-2-oxo-ethyl]tetrazol-5-yl]sulfanyl-5-nitro-benzamide